ethane-1,2-diyl bis(4-methylbenzenesulfonate) CC1=CC=C(C=C1)S(=O)(=O)OCCOS(=O)(=O)C1=CC=C(C=C1)C